3-(1,1-Dimethyl-heptyl)-6,6,9-trimethyl-6a,7,10,10a-tetrahydro-6H-benzo[c]chromen-1-ol CC(CCCCCC)(C)C=1C=C(C=2C3C(C(OC2C1)(C)C)CC=C(C3)C)O